ClC1=CC=C(C=C1)N(C(OC(Cl)(Cl)Cl)=O)CC trichloromethyl N-(4-chlorophenyl)-N-ethylcarbamate